4-bromo-2-(trifluoromethyl)aniline BrC1=CC(=C(N)C=C1)C(F)(F)F